BrCCCCCCOC1=C2CN(C(C2=CC=C1)=O)C1C(NC(CC1)=O)=O 3-(4-((6-bromohexyl)oxy)-1-oxoisoindoline-2-yl)piperidine-2,6-dione